2-[5-(Aminomethyl)-3,3-difluoro-1-piperidinyl]-N-(5-cyclopentyl-1H-pyrazol-3-yl)pyrimidin-4-amine NCC1CC(CN(C1)C1=NC=CC(=N1)NC1=NNC(=C1)C1CCCC1)(F)F